NC1=NC=NC=2C3=C(\C(\C4(CCCC4)C12)=N/OCCC#N)C=C(C=C3)O[C@@H]3CC[C@H](CC3)N 3-[(Z)-[4-amino-8-(trans-4-aminocyclohexoxy)spiro[benzo[h]quinazoline-5,1'-cyclopentane]-6-ylidene]amino]oxypropanenitrile